CN(CCCCCCN)C 6-(dimethylamino)hexylamine